C(C)C1=NC(=NO1)C=1C=C2CC[C@]3(NC(OC3)=O)C2=CC1 (S)-5-(5-Ethyl-1,2,4-oxadiazol-3-yl)-2,3-dihydrospiro[inden-1,4'-oxazolidin]-2'-on